[Si](C)(C)(C(C)(C)C)OC1CCN(CC1)C1=CC=C(C=C1)C=1C=C(C2=CN(N=C2C1Cl)[C@@H](C(=O)OCC)C1=C2N(C=N1)C[C@@H](C2)F)Cl |&1:30| rac-Ethyl 2-(6-(4-(4-((tert-butyldimethylsilyl)oxy)piperidin-1-yl)phenyl)-4,7-dichloro-2H-indazol-2-yl)-2-((R)-6-fluoro-6,7-dihydro-5H-pyrrolo[1,2-c]imidazol-1-yl)acetate